ClC=1C=CC=2N=CN=C(C2N1)NC1=C(C=C(C(=C1)Cl)OC=1C=CC2=CN(N=C2C1)C)F 6-chloro-N-(5-chloro-2-fluoro-4-((2-methyl-2H-indazol-6-yl)oxy)phenyl)pyrido[3,2-d]pyrimidin-4-amine